ClC1=C(C(=CC=C1)Cl)C1=NC=2N(C(=N1)NC1=CC(=C(C=C1)C1CCN(CC1)C)OCC)N=CC2 2-(2,6-dichlorophenyl)-N-(3-ethoxy-4-(1-methylpiperidin-4-yl)phenyl)pyrazolo[1,5-a][1,3,5]triazin-4-amine